COC1=C(N)C=C(C(=C1)N1CCC(CC1)N1CCN(CC1)C)C 2-methoxy-5-methyl-4-[4-(4-Methylpiperazin-1-yl)piperidin-1-yl]aniline